(S)-(1-(4-bromo-5-chloropyridin-2-yl)-2-hydroxyethyl)carbamic acid tert-butyl ester C(C)(C)(C)OC(N[C@H](CO)C1=NC=C(C(=C1)Br)Cl)=O